(3R,6S)-3,4,5,6-Tetrahydro-2H-3,6-epiminooxocino[3,2-c]pyridine-10-carbonitrile O1C[C@H]2CC[C@@H](C=3C=NC=C(C31)C#N)N2